2-fluoro-4-(methoxycarbonyl)benzoic acid FC1=C(C(=O)O)C=CC(=C1)C(=O)OC